2-[5-fluoro-3-methoxy-4-isopropenylphenyl]1-benzofuran FC=1C(=C(C=C(C1)C=1OC2=C(C1)C=CC=C2)OC)C(=C)C